5-amino-3-((2-methoxypyridin-4-yl)methyl)quinazolin-4(3H)-one NC1=C2C(N(C=NC2=CC=C1)CC1=CC(=NC=C1)OC)=O